C(#N)N1CC(CC1)NC(C1=CC(=NC=C1)N1CC2=CC=CC=C2CC1)=O N-(1-cyanopyrrolidin-3-yl)-2-(3,4-dihydro-isoquinolin-2(1H)-yl)-isonicotinamide